NC1=C(C=NC=C1C)C(=O)O 4-amino-5-methyl-pyridine-3-carboxylic acid